1-(2-methoxyphenyl)-3-(1-(naphthalen-1-yl)ethyl)urea COC1=C(C=CC=C1)NC(=O)NC(C)C1=CC=CC2=CC=CC=C12